N1=C(C=CC=C1)SSCCC(=O)ON1C(CCC1=O)=O Succinimidyl 3-(2-pyridyldithio)propionate